4-chloro-N-(3-((4-(pyrimidin-2-yl)piperazin-1-yl)sulfonyl)phenyl)benzamide ClC1=CC=C(C(=O)NC2=CC(=CC=C2)S(=O)(=O)N2CCN(CC2)C2=NC=CC=N2)C=C1